C1(C(C(C(C(C1[2H])([2H])[2H])([2H])[2H])([2H])[2H])([2H])[2H])([2H])C1=C(C(=C(C2=C1OC1=C2C=CC=C1)C1=C(C(=C(C(=C1C1=NN=NC(=C1C1(C(C(C(C(C1[2H])([2H])[2H])([2H])[2H])([2H])[2H])([2H])[2H])[2H])C1(C(C(C(C(C1[2H])([2H])[2H])([2H])[2H])([2H])[2H])([2H])[2H])[2H])[2H])[2H])[2H])[2H])C1=C(C(=CC=2C3=CC=CC=C3CC12)C)C)C1(C(C(C(C(C1[2H])([2H])[2H])([2H])[2H])([2H])[2H])([2H])[2H])[2H] (diphenyl-d10)(dimethylfluorenyl)[(diphenyl-d10)triazinylphenyl-d4]dibenzofuran